C(C)(C)(C)N1[SiH](N([SiH2]1)C(C)(C)C)C 1,3-bis(tert-butyl)-2-methylcyclodisilazane